N-aminotriazole C1=CN(N=N1)N